C(C)(C)N1CCN(CC1)C(=O)NC1=CC=C(C=C1)NC1=NC=CC(=N1)NC1=NC(=NC=C1)C1=NC(=CC=C1)C 4-isopropyl-N-[4-[[4-[[2-(6-methyl-2-pyridyl)pyrimidin-4-yl]amino]pyrimidin-2-yl]amino]phenyl]piperazine-1-carboxamide